CC(=CCCC=1C[C@@H](CCC1)C=O)C |r| (+-)-3-(4-methyl-3-penten-1-yl)-3-cyclohexene-1-carbaldehyde